L-γ-amino-2-hydroxybutyric acid NCC[C@@H](C(=O)O)O